5-((3-(2,3-Dihydrobenzo[b][1,4]dioxin-6-yl)-2-methylbenzyl)oxy)-2-hydroxy-5-methylbenzaldehyde O1C2=C(OCC1)C=C(C=C2)C=2C(=C(COC1(CC=C(C(C=O)=C1)O)C)C=CC2)C